[I-].[NH+]1=CC=CC=C1 pyridinium iodid